6-(3-isopropyl-1H-pyrazol-1-yl)-N-methyl-N-(1-methyl-1H-indazol-7-yl)pyridine-3-sulfonamide C(C)(C)C1=NN(C=C1)C1=CC=C(C=N1)S(=O)(=O)N(C=1C=CC=C2C=NN(C12)C)C